6-bromo-2-(oxetan-3-yloxymethyl)quinoline BrC=1C=C2C=CC(=NC2=CC1)COC1COC1